O1N=CC(C2=C1C=CC=C2)=O BENZOXAZIN-4-ON